N-(3-(2'-Amino-7'-oxo-5'H-spiro[cyclopropane-1,8'-pyrido[4,3-d]pyrimidine]-6'(7'H)-yl)-4-methylphenyl)-3-fluoro-5-(trifluoromethyl)benzamide NC=1N=CC2=C(N1)C1(C(N(C2)C=2C=C(C=CC2C)NC(C2=CC(=CC(=C2)C(F)(F)F)F)=O)=O)CC1